2,5-dimethyl-3-(4,4,5,5-tetramethyl-1,3,2-dioxaborolan-2-yl)-6-(trifluoromethyl)pyridine CC1=NC(=C(C=C1B1OC(C(O1)(C)C)(C)C)C)C(F)(F)F